COC(C(C1=CC=CC=C1)NC1=CC2=C(OCO2)C=C1)=O 2-(1,3-benzodioxol-5-ylamino)-2-phenyl-acetic acid methyl ester